tert-Butyl (3aR,5s,6aS)-5-((6-(4-acetamidophenyl)pyridazin-3-yl)amino)hexahydrocyclopenta[c]pyrrole-2(1H)-carboxylate C(C)(=O)NC1=CC=C(C=C1)C1=CC=C(N=N1)NC1C[C@@H]2[C@@H](CN(C2)C(=O)OC(C)(C)C)C1